cyclohexyl-tributoxysilane C1(CCCCC1)[Si](OCCCC)(OCCCC)OCCCC